Eicosandioic acid C(CCCCCCCCCCCCCCCCCCC(=O)O)(=O)O